BrC=1C=NN(C1C=O)C1=CN=NC=C1 4-bromo-1-(pyridazin-4-yl)-1H-pyrazole-5-carbaldehyde